C(C(CO)O)O 1,3-propanetriol